N-benzyl-N-methyl-3-piperazin-1-yl-propan-1-amine C(C1=CC=CC=C1)N(CCCN1CCNCC1)C